C1(CC1)C([C@@H](C(=O)NC1=NC=CC(=C1)C(NC(CCC(F)(F)F)=O)C1CC1)NC(=O)C=1C(=NOC1)CC)C1CC1 N-((2S)-1,1-Dicyclopropyl-3-((4-(cyclopropyl(4,4,4-trifluorobutanamido)methyl)pyridin-2-yl)amino)-3-oxopropan-2-yl)-3-ethylisoxazole-4-carboxamide